4-Hydroxy-2-(pyridazin-3-yl)pyrimidine OC1=NC(=NC=C1)C=1N=NC=CC1